3-amino-4-(4,5-diamino-1,2,4-triazole-3-yl)-furazan nickel perchlorate Cl(=O)(=O)(=O)[O-].[Ni+2].NC1=NON=C1C1=NN=C(N1N)N.Cl(=O)(=O)(=O)[O-]